N-((3S,4S)-1,3-dimethylpiperidin-4-yl)-2-(3-((2-methoxy-4-(methylsulfonyl)phenyl)amino)prop-1-yn-1-yl)-1-(2,2,2-trifluoroethyl)-1H-indol-4-amine CN1C[C@@H]([C@H](CC1)NC=1C=2C=C(N(C2C=CC1)CC(F)(F)F)C#CCNC1=C(C=C(C=C1)S(=O)(=O)C)OC)C